1-(2-bromo-5-methylthiazol-4-yl)ethan-1-one BrC=1SC(=C(N1)C(C)=O)C